cyclohexyl-(dimethoxy)methylsilane C1(CCCCC1)[SiH2]C(OC)OC